Benzyl N-(3-ethyl-3-piperidyl)carbamate C(C)C1(CNCCC1)NC(OCC1=CC=CC=C1)=O